N-[4-(3-fluoro-4-methoxyphenyl)butyl]carbamic acid ethyl ester C(C)OC(NCCCCC1=CC(=C(C=C1)OC)F)=O